C(C)C=C(C)C 2-ethyl-1,1-dimethylethylene